5-(4-hydroxypiperazin-1-yl)-8-methyl-2,3-dihydro-1,4-benzodioxine ON1CCN(CC1)C1=CC=C(C=2OCCOC21)C